6-(2,6-difluoro-4-(2-(methyl-d3)-2H-indazol-4-yl)benzyl)-6,7-dihydro-5H-pyrrolo[3,4-b]pyridin-5-one-7,7-d2 FC1=C(CN2C(C3=NC=CC=C3C2=O)([2H])[2H])C(=CC(=C1)C=1C2=CN(N=C2C=CC1)C([2H])([2H])[2H])F